2-fluoro-4-methyl-5-[5-(morpholin-4-yl)-6-(prop-1-yn-1-yl)pyridazin-3-yl]aniline FC1=C(N)C=C(C(=C1)C)C=1N=NC(=C(C1)N1CCOCC1)C#CC